7-chloro-6-(1-((5-isopropoxy-1-methyl-1H-pyrazol-4-yl)sulfonyl)piperidin-4-yl)-[1,2,4]triazolo[1,5-a]pyridine ClC1=CC=2N(C=C1C1CCN(CC1)S(=O)(=O)C=1C=NN(C1OC(C)C)C)N=CN2